FC=1C=CC(=C(C1)[C@H](C(=O)NC=1SC=CN1)N1C(C2=CC(=CC=C2C1)C#CC1=CC=C(C=C1)CN1CCOCC1)=O)O |r| (2RS)-2-(5-Fluoro-2-hydroxy-phenyl)-2-[6-[2-[4-(morpholinomethyl)phenyl]ethynyl]-1-oxo-isoindolin-2-yl]-N-thiazol-2-yl-acetamid